C1=CC=CC=2N(CC3=C(C#CC21)C=CC=C3)C(C(=O)O)CC=O (11,12-Didehydrodibenzo[b,f]azocin-5(6H)-yl)-4-oxobutanoic acid